(1S,5R,6R)-2,2,6-trimethyl-9-methylene-6-vinylbicyclo[3.3.1]nonane CC1([C@@H]2CC[C@@]([C@H](CC1)C2=C)(C=C)C)C